N[C@@H](C)C(=O)N[C@@H]([C@H](O)C)C(=O)O alanyl-threonine